methyl 2-[(4-{3-[(4-chloro-2-fluorophenyl)methoxy]-1H-pyrazol-1-yl}piperidin-1-yl)methyl]-1-[(1-ethyl-1H-imidazol-5-yl)methyl]-1H-benzimidazole-6-carboxylate ClC1=CC(=C(C=C1)COC1=NN(C=C1)C1CCN(CC1)CC1=NC2=C(N1CC1=CN=CN1CC)C=C(C=C2)C(=O)OC)F